ClC=1C(N(SC1Cl)C)=O 4,5-dichloro-2-methyl-4-isothiazolin-3-one